6-((4-(1-cyanocyclopropyl)phenyl)(5-(3,5-dimethylisoxazol-4-yl)-2-methylphenyl)amino)-2-azaspiro[3.3]heptane-2-carboxylate C(#N)C1(CC1)C1=CC=C(C=C1)N(C1CC2(CN(C2)C(=O)[O-])C1)C1=C(C=CC(=C1)C=1C(=NOC1C)C)C